2-(5-{2-[1-(2-amino-6-bromo-1,3-benzodiazol-1-yl)-3-azabicyclo[3.2.1]octan-3-yl]ethoxy}-1-methylpyrazol-4-yl)-6-methylpyridine-4-carboxylic acid NC1=NC2=C(N1C13CN(CC(CC1)C3)CCOC3=C(C=NN3C)C3=NC(=CC(=C3)C(=O)O)C)C=C(C=C2)Br